N1(C=CC=C1)C=1C=C2CC(C2=CC1)C(=O)O 3-(1H-pyrrol-1-yl)bicyclo[4.2.0]octa-1,3,5-triene-7-carboxylic acid